Br[Ir-2](Br)(Br)(Br)(Br)Br Hexabromoiridium(IV)